butyloxycarbonyl-L-lysine C(CCC)OC(=O)N[C@@H](CCCCN)C(=O)O